C(C)C1=CC=CC=2C3=CC=C(C=C3C=CC12)CC 1,7-diethylphenanthrene